(Z)-N-(1-(5-bromo-2-oxoindolin-3-ylidene)-1-(3-hydroxyphenyl)-5,8,11-trioxa-2-azatridecan-13-yl)acetamide BrC=1C=C2/C(/C(NC2=CC1)=O)=C(/NCCOCCOCCOCCNC(C)=O)\C1=CC(=CC=C1)O